ClC=1C(=NC(=NC1)NC=1C=NN(C1)C)NC1=C(C=C(C=C1)NC(C=C)=O)F N-(4-((5-chloro-2-((1-methyl-1H-pyrazol-4-yl)amino)pyrimidin-4-yl)amino)-3-fluorophenyl)acrylamide